5,6-epoxycholestane-3β-acetamide CC(C)CCC[C@@H](C)[C@H]1CC[C@H]2[C@@H]3CC4C5(C[C@H](CC[C@]5(C)[C@H]3CC[C@]12C)CC(=O)N)O4